(4,7-dihydroxy-1-naphthyl)dimethylsulfonium nonafluorobutanesulfonate FC(C(C(C(S(=O)(=O)[O-])(F)F)(F)F)(F)F)(F)F.OC1=CC=C(C2=CC(=CC=C12)O)[S+](C)C